O[C@H]1CN(CC1)CC1=NN=C(O1)C=1C(=C(C=CC1)C1=C(C(=CC=C1)C=1OC2=C(N1)C=C(C=C2)CN[C@H](CO)C(=O)O)C)C ((2-(3'-(5-(((R)-3-hydroxypyrrolidin-1-yl)methyl)-1,3,4-oxadiazol-2-yl)-2,2'-dimethyl-[1,1'-biphenyl]-3-yl)benzo[D]oxazol-5-yl)methyl)-D-serine